ClC1=CC=C(C(N)=NOC(CSC=2OC(=NN2)C2=CC=CC=C2)=O)C=C1 4-chloro-N'-(2-(5-phenyl-1,3,4-oxadiazol-2-ylthio)acetoxy)benzimidamide